Cl.N[C@H](C)C1=CC=C(C=C1)C1=C(C=C(C=2NC(C3=CC=CC=C3C12)=O)C)O (R)-1-(4-(1-aminoethyl)phenyl)-2-hydroxy-4-methyl-6(5H)-phenanthridinone hydrochloride